α,α,2-trifluoro-4-(trifluoromethyl)-benzenepropanoic acid FC(C(=O)O)(CC1=C(C=C(C=C1)C(F)(F)F)F)F